FC1(C=2N(CCC(C1)=C)N=C1C2CN(CC1)C(=O)OC(C)(C)C)F tert-Butyl 11,11-difluoro-9-methylene-3,4,8,9,10,11-hexahydro-1H-pyrido[4',3':3,4]pyrazolo[1,5-a]azepine-2(7H)-carboxylate